N-[6-(2,2-difluoro-7-methyl-[1,3]dioxolo[4,5-f]benzimidazol-6-yl)-5-ethylsulfonyl-2-pyridinyl]acetamide FC1(OC=2C(=CC3=C(N(C(=N3)C3=C(C=CC(=N3)NC(C)=O)S(=O)(=O)CC)C)C2)O1)F